ClC1=CC=C(CN2C3(CCN(C3)C(=O)NC)C(N(CC2=O)C(C)C)=O)C=C1 6-(4-chlorobenzyl)-9-isopropyl-N-methyl-7,10-dioxo-2,6,9-triazaspiro[4.5]-decane-2-carboxamide